1-[1-[(2,6-difluorophenyl)methyl]cyclobutyl]methanamine FC1=C(C(=CC=C1)F)CC1(CCC1)CN